C1(CCCCC1)C[Si](OCC)(OCC)CC1CC1 (cyclohexyl)methyl-(cyclopropyl)methyl-diethoxysilane